FC=1C=C(N)C=CC1N1CCN(CC1)C(=O)OC(C)(C)C 3-fluoro-4-(4-Boc-piperazin-1-yl)aniline